(S)-4-bromoindenol BrC1=C2C=C[C@@H](C2=CC=C1)O